C(C)[C@@H]1N(CCC(C1)O)C(=O)OC(C)(C)C tert-butyl (2S)-2-ethyl-4-hydroxypiperidine-1-carboxylate